azobis(cyclohexyl) disulfide N1=NC2(CCCCC2)SSC12CCCCC2